[Cr](=O)([O-])[O-].[Cu+2] copper(II) chromite